5-Benzoylamino-3'-ethoxy-[1,1'-biphenyl]-3-carboxylic acid C(C1=CC=CC=C1)(=O)NC=1C=C(C=C(C1)C1=CC(=CC=C1)OCC)C(=O)O